4-benzyl-2-(dimethylphosphino)-N,N-dimethylnaphthalen-1-amine C(C1=CC=CC=C1)C1=CC(=C(C2=CC=CC=C12)N(C)C)P(C)C